ClC1=C(SC=C1C)C(=O)O 3-chloro-4-methylthiophene-2-carboxylic acid